2-hydroxy-4-(1-propenyl)phenol benzoate C(C1=CC=CC=C1)(=O)OC1=C(C=C(C=C1)C=CC)O